BrC1=C2C=CN(C(C2=C(C=C1)F)=O)C 5-Bromo-8-fluoro-2-methylisoquinolin-1(2H)-one